(Z)-5-((1H-pyrrolo[2,3-c]pyridine-3-yl)methylene)-3-methyloxazolidine-2,4-dione N1C=C(C=2C1=CN=CC2)\C=C/2\C(N(C(O2)=O)C)=O